3,5-dimethoxyphenyl 2,3,4,6-tetra-O-acetyl-β-D-galactopyranoside C(C)(=O)O[C@H]1[C@H](OC2=CC(=CC(=C2)OC)OC)O[C@@H]([C@@H]([C@@H]1OC(C)=O)OC(C)=O)COC(C)=O